C1(CC1)C=1N=CN(C1)C=1C(=CC(=C(C(=O)NC2=CC=CC=3C=4N([C@H](COC32)CF)C=NN4)C1)F)C (R)-5-(4-cyclopropyl-1H-imidazol-1-yl)-2-fluoro-N-(5-(fluoromethyl)-5,6-dihydrobenzo[f][1,2,4]triazolo[4,3-d][1,4]oxazepin-8-yl)-4-methylbenzamide